(S)-4-(2-acryloyl-1,2,3,4-tetrahydroisoquinolin-5-yl)-3,5-difluoro-2-methyl-1H-indole-7-carboxamide C(C=C)(=O)N1CC2=CC=CC(=C2CC1)C1=C2C(=C(NC2=C(C=C1F)C(=O)N)C)F